N,N-dimethyl-4,5-diphenyl-oxazol-2-amine CN(C=1OC(=C(N1)C1=CC=CC=C1)C1=CC=CC=C1)C